ClC=1C=2N(C=CN1)N=C(C2)C(=C)OC 4-chloro-2-(1-methoxyvinyl)pyrazolo[1,5-a]pyrazine